FC1=CNC2=CC(=CC=C12)N=C=S 3-fluoro-6-isothiocyanato-1H-indole